O=C1N(C=NC2=CC=CC=C12)CC(=O)[O-] 2-[4-oxoquinazolin-3(4H)-yl]acetate